O=C1NC(CCC1N1C(C2=C(C=C(C=C2C1)CN1C[C@@H](CCC1)C1=CC=C(C=C1)N1N=C2C(=CC=CC2=C1)C(=O)N)F)=O)=O 2-(4-((3S)-1-((2-(2,6-dioxopiperidin-3-yl)-7-fluoro-1-oxoisoindolin-5-yl)methyl)piperidin-3-yl)phenyl)-2H-indazole-7-carboxamide